5-(4-(1-(cyclopropylamino)-1-oxopropan-2-yl)piperazin-1-yl)-N-methyl-7-(trifluoromethyl)thieno[3,2-b]pyridine-3-carboxamide C1(CC1)NC(C(C)N1CCN(CC1)C1=CC(=C2C(=N1)C(=CS2)C(=O)NC)C(F)(F)F)=O